COC=1C=C(C=CC1OC)B1OC(C(O1)(C)C)(C)C 2-(3,4-dimethoxyphenyl)-4,4,5,5-tetramethyl-1,3,2-dioxaborolan